C(C)(C)(C)OC(C(C#N)C1=NC=C(C(=O)OCC)C(=C1)C1=C(C=CC(=C1)C#N)OC)=O ethyl 6-(2-(tert-butoxy)-1-cyano-2-oxoethyl)-4-(5-cyano-2-methoxyphenyl)nicotinate